C(CCCCCCC\C=C/CCCCCCCC)C(CC(N)=O)(CN(C)C)CCCCCCCC\C=C/CCCCCCCC 2,2-dioleyl-carbamoyl-3-dimethylaminopropane